N(=[N+]=[N-])C1=C(C=C(OC2=NC=C(C=C2F)Cl)C=C1)F 2-(4-azido-3-fluorophenoxy)-5-chloro-3-fluoropyridine